2-(methylthio)-7H-pyrano[2,3-d]pyrimidin-7-one CSC=1N=CC2=C(N1)OC(C=C2)=O